C(#N)/C(/C(=O)NC1=CC=C(C=C1)S(=O)(=O)NCCOC)=C(\C=1C=NOC1C)/O (Z)-2-cyano-3-hydroxy-N-(4-(N-(2-methoxyethyl)aminosulfonyl)phenyl)-3-(5-methylisoxazol-4-yl)acrylamide